4-(4-{[3-(ethyloxy)phenyl]oxy}phenyl)-5-methyl-2,4-dihydro-3H-1,2,4-triazol-3-one C(C)OC=1C=C(C=CC1)OC1=CC=C(C=C1)N1C(NN=C1C)=O